(R)-2-((tert-butyldimethylsilyl)oxy)-1-(3-chlorophenyl)ethanol [Si](C)(C)(C(C)(C)C)OC[C@H](O)C1=CC(=CC=C1)Cl